2-ethynyl-5-methylfuran C(#C)C=1OC(=CC1)C